C(C(=C)C)(=O)OCCCOC1=C(C=C(C(=O)O)C=C1)Cl 4-(3-methacryloxypropoxy)-3-chlorobenzoic acid